4-chloro-6-bromophenol ClC1=CC=C(C(=C1)Br)O